FC=1C=C(C=CC1)C=1N=NN(C1)[C@H]1C(OCC[C@H]1O)NC (3R,4R,5S)-3-(4-(3-fluorophenyl)-1H-1,2,3-triazol-1-yl)(methylamino)tetrahydro-2H-pyran-4-ol